(S)-(5-(1-(difluoromethyl)-1H-pyrazol-3-yl)-1,3,4-oxadiazol-2-yl)(4-(7-(trifluoromethyl)pyrazolo[1,5-a]pyridin-2-yl)-6,7-dihydro-1H-imidazo[4,5-c]pyridin-5(4H)-yl)methanone FC(N1N=C(C=C1)C1=NN=C(O1)C(=O)N1[C@@H](C2=C(CC1)NC=N2)C2=NN1C(C=CC=C1C(F)(F)F)=C2)F